1,2-epoxy-6-(2,3-epoxypropoxy)hexahydro-4,7-methanoindan C(C1CO1)OC1CC2C3CC4C(C3C1C2)O4